tert-butyl (R)-(3-(3-chloro-5-fluorophenyl)-3-(4-isopropylpiperazin-1-yl)propyl)(methyl)carbamate ClC=1C=C(C=C(C1)F)[C@@H](CCN(C(OC(C)(C)C)=O)C)N1CCN(CC1)C(C)C